1-(2-chlorobenzoyl)-3-(4-trifluoromethoxyphenyl)urea ClC1=C(C(=O)NC(=O)NC2=CC=C(C=C2)OC(F)(F)F)C=CC=C1